CC1=NC(=CC(=C1)N1C(N([C@@H](C1)C#N)C1=CN=CC2=CC=CC=C12)=O)C (S)-1-(2,6-dimethylpyridin-4-yl)-3-(isoquinolin-4-yl)-2-oxoimidazoline-4-carbonitrile